FC1=CC=C2CCC(NC2=C1)=O 7-fluoro-3,4-dihydro-1H-quinolin-2-one